6-((2-chloro-5-fluoro-1H-benzo[d]imidazol-1-yl)methyl)nicotinonitrile ClC1=NC2=C(N1CC1=NC=C(C#N)C=C1)C=CC(=C2)F